OC1=C(C=C(C=C1C(C)(C)C)C(=O)O)N1N=C2C(=N1)C=CC=C2 2-(2'-hydroxy-3'-tertiary-butyl-5'-carboxyphenyl)benzotriazole